tert-butyl N-[1-[2-(2,6-dioxo-3-piperidyl)-1,3-dioxo-isoindolin-5-yl]-4-piperidyl]-N-methyl-carbamate O=C1NC(CCC1N1C(C2=CC=C(C=C2C1=O)N1CCC(CC1)N(C(OC(C)(C)C)=O)C)=O)=O